C1CCCC2=NC3=CC=CC=C3C(=C12)NCCCCNC(=O)[C@H]1CNCCC1 (R)-N-(4-((1,2,3,4-tetrahydroacridin-9-yl)amino)butyl)piperidine-3-carboxamide